C(C1=CC=CC=C1)O[C@@H]1[C@H](CC1)N1N=C(C(=C1Cl)[N+](=O)[O-])C1CC1 ((1S,2S)-2-(Benzyloxy)cyclobutyl)-5-chloro-3-cyclopropyl-4-nitro-1H-pyrazole